1-(difluoromethoxy)-3-isocyanatobenzene FC(OC1=CC(=CC=C1)N=C=O)F